(1S,2R,3S)-2-ethyl-N-[6-[(3S,4S)-4-(4-fluoro-3-methyl-tetrahydrofuran-3-yl)piperazin-1-yl]-7-methyl-3-isoquinolyl]-3-(1-methylpyrazol-4-yl)cyclopropanecarboxamide C(C)[C@H]1[C@@H]([C@H]1C=1C=NN(C1)C)C(=O)NC=1N=CC2=CC(=C(C=C2C1)N1CCN(CC1)[C@]1(COC[C@H]1F)C)C